CCCCCCCCCCCCCCCC(=O)OC[C@H](COP(=O)(O)OC[C@H](CO)O)OC(=O)CCCCCCCCCCC The molecule is a 1,2-diacyl-sn-glycero-3-phospho-(1'-sn-glycerol) in which the phosphatidyl acyl groups at positions 1 and 2 are specified as palmitoyl and lauroyl respectively. It is a 1,2-diacyl-sn-glycero-3-phospho-(1'-sn-glycerol) and a dodecanoate ester. It derives from an octadecanoic acid. It is a conjugate acid of a 1-palmitoyl-2-lauroyl-sn-glycero-3-phospho-(1'-sn-glycerol)(1-).